[K+].ClC=1C(=NC=CC1[S-])N 3-chloro-2-aminopyridine-4-thiolate potassium